ClC=1C=C(CNC=2C=3N(C4=C(N2)C=CN=C4)C=NC3C(=O)O)C=CC1 4-((3-chlorobenzyl)amino)imidazo[1,5-a]pyrido[4,3-e]pyrazine-3-carboxylic acid